2-(4,4-difluoro-3-(1-(oxazol-2-ylmethyl)-6-oxo-1,6-dihydropyridin-3-yl)piperidin-1-yl)-N-(5-fluoropyridin-2-yl)propionamide FC1(C(CN(CC1)C(C(=O)NC1=NC=C(C=C1)F)C)C1=CN(C(C=C1)=O)CC=1OC=CN1)F